CC=1C(=C(C=C(C1)C(F)(F)F)O)C=1C=CC=2C(N1)=NN(C2)[C@H]2CCC=1N(C2)C(=NN1)C (S)-3-methyl-2-(2-(3-methyl-5,6,7,8-tetrahydro-[1,2,4]triazolo[4,3-a]pyridin-6-yl)-2H-pyrazolo[3,4-b]pyridin-6-yl)-5-(trifluoromethyl)phenol